3,5-Dibromobenzyl 4-(5-(((1H-1,2,3-triazol-5-yl)methyl)amino)-1,3,4-oxadiazol-2-yl)piperidine-1-carboxylate N1N=NC=C1CNC1=NN=C(O1)C1CCN(CC1)C(=O)OCC1=CC(=CC(=C1)Br)Br